N,N'-diethyl-m-toluamide CCC1=C(C=CC=C1C(=O)NCC)C